C(C(=C)C)(=O)NCCCC(C(=O)N)=C 3-methacrylamidopropylacrylamide